CC(C(=O)O[C@@H](CO)COP(=O)([O-])[O-])[NH3+] The molecule is the conjugate base of alanyl poly(glycerol phosphate); major species at pH 7.3. It is a conjugate base of a member of alanyl poly(glycerol phosphate)s.